FC=1C(=CC(=C(C(=O)NC2=C(C=CC=C2C)OC)C1)O[C@H](C(F)(F)F)C)N1N=C2COCCCN2C1=O 5-Fluoro-N-(2-methoxy-6-methylphenyl)-4-(3-oxo-6,7-dihydro-3H,5H-[1,2,4]triazolo[3,4-c][1,4]-oxazepin-2(9H)-yl)-2-{[(2S)-1,1,1-trifluoropropan-2-yl]oxy}benzamid